C1(CCC(N1OC(=O)OCCS(=O)(=O)CCOC(=O)ON1C(CCC1=O)=O)=O)=O bis(2-(succinimidyloxycarbonyloxy)-ethyl) sulfone